benzyl ((S)-1-(((S)-2-((S)-2-(4-(3-((tert-butyldimethylsilyl)oxy)benzoyl) thiazol-2-yl) pyrrolidin-1-yl)-1-cyclohexyl-2-oxoethyl)amino)-1-oxopropan-2-yl)(methyl)carbamate [Si](C)(C)(C(C)(C)C)OC=1C=C(C(=O)C=2N=C(SC2)[C@H]2N(CCC2)C([C@H](C2CCCCC2)NC([C@H](C)N(C(OCC2=CC=CC=C2)=O)C)=O)=O)C=CC1